1-(5-cyclopropyl-1H-indol-3-yl)-3-(4-((trifluoromethyl)thio)phenyl)urea C1(CC1)C=1C=C2C(=CNC2=CC1)NC(=O)NC1=CC=C(C=C1)SC(F)(F)F